N-(5-(3-(9H-purin-6-yl)pyridin-2-ylamino)-2-fluorophenyl)-3-(trifluoromethoxy)benzamide N1=CN=C2NC=NC2=C1C=1C(=NC=CC1)NC=1C=CC(=C(C1)NC(C1=CC(=CC=C1)OC(F)(F)F)=O)F